C1(=CC=CC=C1)[O-].C1(=CC=CC=C1)[O-].C1(=CC=CC=C1)O.C1(=CC=CC=C1)O diphenol (Diphenolat)